C(C1=CC=CC=C1)N1C(=NC=C(C1=O)I)N1CCC2(CC1)CC1=CC=CC=C1[C@H]2NC(OC(C)(C)C)=O tert-butyl N-[(3S)-1'-(1-benzyl-5-iodo-6-oxo-1,6-dihydropyrimidin-2-yl)-1,3-dihydrospiro[indene-2,4'-piperidin]-3-yl]carbamate